CC1CNC2=C(C=CC=C2C1)C 3,8-Dimethyl-1,2,3,4-tetrahydroquinoline